8-methyl-6-oxo-2,7-diazaspiro[4.4]nonane-2-carbonitrile CC1NC(C2(CCN(C2)C#N)C1)=O